C(C)NN1CN=C(N=C1NCC)NCC 3,4,6-tris(ethyl-amino)-1,3,5-triazine